NC1=CC=C(C=C1)CC1=C(N)C=CC(=C1)CC1=CC=C(C=C1)N 2,4-bis(p-aminophenylmethyl)aniline